4-(4-bromobenzylidene)-1,2-dimethyl-imidazol-5-one BrC1=CC=C(C=C2N=C(N(C2=O)C)C)C=C1